COC1=C(C=CC=C1)C1=CC=C(C=C1)C(F)(F)F 2-methoxy-4'-(trifluoromethyl)-1,1'-biphenyl